C(C)(C)N1CCC2(CC(=NO2)C(=O)N[C@@H](CCCCCC(CC)=O)C=2NC(=CN2)C2=CC=CC=C2)CC1 (S)-8-isopropyl-N-(7-oxo-1-(5-phenyl-1H-imidazol-2-yl)nonyl)-1-oxa-2,8-diazaspiro[4.5]dec-2-ene-3-carboxamide